C(C)(C)(C)C=1OC(=NN1)C1=C(C=C(C=C1)Cl)Cl 2-tert-butyl-5-(2,4-dichlorophenyl)1,3,4-oxadiazole